(R)-4-(2-amino-1-hydroxyethyl)phenol NC[C@H](O)C1=CC=C(C=C1)O